N-(phenyl-(4-(trifluoromethylphenyl)phenyl)methyl)-5,8,11,14-tetroxa-2-azaheptadecan-17-amide C1(=CC=CC=C1)C(NC(CCOCCOCCOCCOCCNC)=O)C1=CC=C(C=C1)C1=C(C=CC=C1)C(F)(F)F